C(C)OC1=C(C=CC=C1)C1=CC=C(C(=N1)C(=O)N[C@H]1CN(CC1)C)N1[C@@H](CN(CC1)C(=O)N1[C@@H](CCC1)C(F)(F)F)CC 6-(2-ethoxyphenyl)-3-[(2R)-2-ethyl-4-[(2S)-2-(trifluoromethyl)pyrrolidine-1-carbonyl]piperazin-1-yl]-N-[(3R)-1-methylpyrrolidin-3-yl]pyridine-2-carboxamide